1-[4-[2-(4-amino-1-piperidinyl)thiazol-5-yl]-3-(tert-butylsulfamoyl)phenyl]-3-benzyl-urea NC1CCN(CC1)C=1SC(=CN1)C1=C(C=C(C=C1)NC(=O)NCC1=CC=CC=C1)S(NC(C)(C)C)(=O)=O